4-((1-(3-Amino-5-(trifluoromethyl)phenyl)ethyl)amino)-7-methoxy-2-methylquinoline NC=1C=C(C=C(C1)C(F)(F)F)C(C)NC1=CC(=NC2=CC(=CC=C12)OC)C